NCC1=CC=C(CN2C(N(SC2=O)CCCC)=O)C=C1 4-(4-(aminomethyl)benzyl)-2-butyl-1,2,4-thiadiazolidine-3,5-dione